COC=1C=C2CC(NC3(CCN(CC3)S(=O)(=O)C)C2=CC1OC)=O 6,7-dimethoxy-1'-(methylsulfonyl)-2H-spiro[isoquinoline-1,4'-piperidin]-3(4H)-one